CNS(=O)(=O)C=C N-methyl-vinyl-sulfonamide